3-(5-bromo-2-iodo-1H-indol-3-yl)-2,2-dimethylpropan-1-ol BrC=1C=C2C(=C(NC2=CC1)I)CC(CO)(C)C